OCC1=C(OCCNC(OCC2=CC=CC=C2)=O)C=CC=C1 benzyl (2-(2-(hydroxymethyl)phenoxy)ethyl)carbamate